O1NCCCCC1 oxaazepane